FC1(CCC(CC1)[C@@H](C(=O)NC1=NC=CC(=C1)C(COC)NC(CCC(F)(F)F)=O)NC(OCCCC)=O)F butyl ((1S)-1-(4,4-difluorocyclohexyl)-2-((4-(2-methoxy-1-(4,4,4-trifluorobutanamido)ethyl)pyridin-2-yl)amino)-2-oxoethyl)carbamate